[C@H]12CC(C[C@H](CC1)N2)N(C2=CC=C(N=N2)C2=C(C=C(C=C2)N2N=CC(=C2)C)O)C 2-(6-(((1R,3s,5S)-8-azabicyclo[3.2.1]octan-3-yl)(methyl)amino)pyridazin-3-yl)-5-(4-methyl-1H-pyrazol-1-yl)phenol